C1(CC1)N1N=CC(=C1)[C@H]1CN(C[C@H](O1)C)C1=NC2=NC(=C(N=C2C(=N1)C1=C(C=C(C#N)C=C1)F)C)C 4-[2-[(2S,6R)-2-(1-cyclopropylpyrazol-4-yl)-6-methyl-morpholin-4-yl]-6,7-dimethylpteridin-4-yl]-3-fluoro-benzonitrile